ethyl 3-[{6-[5-(difluoromethyl)-1,3,4-oxadiazol-2-yl]-1-oxo-1,3-dihydro-2H-isoindol-2-yl}(methyl)amino]-2-methylpropanoate FC(C1=NN=C(O1)C1=CC=C2CN(C(C2=C1)=O)N(CC(C(=O)OCC)C)C)F